5'-methyl-selenoadenosine CC([C@@H]1[C@H]([C@H]([C@@H](O1)N1C=NC=2C(N)=NC=NC12)[SeH])O)O